Methyl (R)-10-((8-butoxy-8-oxooctyl) oxy)-6-(tert-butyl)-2-oxo-6,7-dihydro-2H-pyrido[2',1':3,4]pyrazino[1,2-b]indazole-3-carboxylate C(CCC)OC(CCCCCCCOC1=CC=CC2=C3N(N=C12)C[C@H](N1C3=CC(C(=C1)C(=O)OC)=O)C(C)(C)C)=O